N-(2-cyano-7-phenylisoindolin-5-yl)tetrahydro-2H-pyran-4-carboxamide C(#N)N1CC2=C(C=C(C=C2C1)NC(=O)C1CCOCC1)C1=CC=CC=C1